O1C2=C(OCC1)C=C(C=C2)NC2=NC=C(C(=N2)N2C=C(C=C2)C(=O)NC(CO)C2=CC=CC=C2)C 1-(2-((2,3-di-hydrobenzo[b][1,4]dioxin-6-yl)-amino)-5-methyl-pyrimidin-4-yl)-N-(2-hydroxy-1-phenylethyl)-1H-pyrrole-3-carboxamide